N-((3S,10R,13S)-17-(4-methyl-1H-imidazol-1-yl)-10,13-dimethyl-2,3,4,7,8,9,10,11,12,13,14,15-Dodecahydro-1H-cyclopenta[a]phenanthrene-3-yl)-4-nitrobenzamide CC=1N=CN(C1)C1=CCC2C3CC=C4C[C@H](CC[C@@]4(C3CC[C@]12C)C)NC(C1=CC=C(C=C1)[N+](=O)[O-])=O